CC(C(N)(C)C)CCN trimethyl-1,4-diaminobutane